8-(4-amino-3-fluorophenoxy)-2-methylpyrido[2,3-b]pyrazin-3(4H)-one NC1=C(C=C(OC2=CC=NC=3NC(C(=NC32)C)=O)C=C1)F